9-[1-[[6-chloro-2-(1-methylpyrazol-4-yl)-3-pyridyl]amino]ethyl]-4-methyl-5-oxo-3-(4-piperidyl)pyrazolo[3,4-c]isoquinoline-7-carbonitrile ClC1=CC=C(C(=N1)C=1C=NN(C1)C)NC(C)C=1C=2C3=C(N(C(C2C=C(C1)C#N)=O)C)N(N=C3)C3CCNCC3